Butylhydroxyanisol Tert-butyl-4-cyclopropyl-2-ethyl-4-oxobutanoate C(C)(C)(C)C(C(=O)O)(CC(=O)C1CC1)CC.C(CCC)C=1C(=C(C=CC1)OC)O